5,5-dimethyl-1-(2-morpholinoethyl)imidazolidine-2,4-dione CC1(C(NC(N1CCN1CCOCC1)=O)=O)C